5-[5-(ethylsulfonylmethyl)-2-(2,2,2-trifluoroethoxy)phenyl]-7-methylimidazo[1,5-a]pyrazin-8-one C(C)S(=O)(=O)CC=1C=CC(=C(C1)C1=CN(C(C=2N1C=NC2)=O)C)OCC(F)(F)F